purinealdehyde hydrazone N1=C(N=C2N=CNC2=C1)C=NN